tetrakis(dimethylamino)hafnium(IV) CN(C)[Hf](N(C)C)(N(C)C)N(C)C